O[C@@H]1[C@](COC1)(C)N1CCN(CC1)C=1C=C2C=C(N=CC2=CC1C)NC(=O)[C@@H]1C[C@]12COCC2 (1R,3R)-N-(6-(4-((3R,4R)-4-hydroxy-3-methyltetrahydrofuran-3-yl)piperazin-1-yl)-7-methylisoquinolin-3-yl)-5-oxaspiro[2.4]heptane-1-carboxamide